CC1(CN(C2=CC=CC=C12)C(=O)OC(C)(C)C)C(=O)OC 1-(tert-butyl) 3-methyl 3-methylindole-1,3-dicarboxylate